FC=1C=C(C=CC1)C[C@@H](CNC)O (S)-1-(3-fluorophenyl)-3-(methylamino)propan-2-ol